4-(cyclopropylsulfonyl)-N-(1-(3,3-difluorocyclobutyl)-3-fluoro-1H-pyrazolo[3,4-b]pyridin-6-yl)-2-(6-azaspiro[2.5]oct-6-yl)benzamide sodium salt [Na].C1(CC1)S(=O)(=O)C1=CC(=C(C(=O)NC2=CC=C3C(=N2)N(N=C3F)C3CC(C3)(F)F)C=C1)N1CCC3(CC3)CC1